COC(C(=O)N1C(CC[C@@H](C1)C)C=1C=CC2=C(OC3(CC3)C(N2)=O)C1)=O 2-((5S)-5-methyl-2-(3-oxo-3,4-dihydrospiro[benzo[b][1,4]oxazin-2,1'-cyclopropan]-7-yl)piperidin-1-yl)-2-oxoacetic acid methyl ester